C(C)(C)(C)OC(=O)N1[C@H]2CC(C[C@@H]1CC2)N(C)C=2N=NC(=CC2)Cl (1R,3s,5S)-3-((6-Chloropyridazin-3-yl)(methyl)amino)-8-azabicyclo[3.2.1]octane-8-carboxylic acid tert-butyl ester